(R)-1-(2-chloro-5-fluoropyridin-3-yl)ethyl (4-(5-aminopyridin-2-yl)-1-methyl-1H-1,2,3-triazol-5-yl)carbamate hydrochloride Cl.NC=1C=CC(=NC1)C=1N=NN(C1NC(O[C@H](C)C=1C(=NC=C(C1)F)Cl)=O)C